(3S,4S)-4-(3-bromo-5-chloro-1-methyl-pyrazol-4-yl)-N-[2-(1,1-difluoroethyl)-3-fluoro-phenyl]-1-methyl-2-oxo-pyrrolidine-3-carboxamide BrC1=NN(C(=C1[C@@H]1[C@H](C(N(C1)C)=O)C(=O)NC1=C(C(=CC=C1)F)C(C)(F)F)Cl)C